CC1=CC(NCC1)C(=O)O 4-methyl-1,2,5,6-tetrahydropyridine-2-carboxylic acid